ClC=1C=CC(=C(C1)[C@H]1C[C@H](C1)NC(=O)C=1N=NN(C1)[C@H](C)C=1C(=NC(=CC1)N1C([C@@H]2C[C@@H]2C1)=O)C)C#N |o1:19| N-((cis)-3-(5-chloro-2-cyanophenyl)cyclobutyl)-1-((R or S)-1-(2-methyl-6-((1R,5S)-2-oxo-3-azabicyclo[3.1.0]hexan-3-yl)pyridin-3-yl)ethyl)-1H-1,2,3-triazole-4-carboxamide